C(CC)(=O)OOC(CC)=O propanoyl peroxide